3-chloro-6-methylpyrazine-2-carbonitrile ClC=1C(=NC(=CN1)C)C#N